O1C(=NC2=C1C=C1CCCCC1=C2)C2=CC=C(CNC(C1=CN=CC=C1)=O)C=C2 N-(4-(5,6,7,8-tetrahydronaphtho[2,3-d]oxazol-2-yl)benzyl)nicotinamide